(1-methylpyrazol-4-yl)azetidin-3-amine CN1N=CC(=C1)N1CC(C1)N